N-[8-amino-6-(5-methyl-2-oxo-1H-pyridin-4-yl)-2,7-naphthyridin-3-yl]-2-fluoro-cyclopropanecarboxamide NC=1N=C(C=C2C=C(N=CC12)NC(=O)C1C(C1)F)C1=CC(NC=C1C)=O